4,5,6,7-tetrahydro-5-(2-pyridinyl)-thiazolo[5,4-c]pyridine-2-carboxylic acid N1=C(C=CC=C1)N1CC2=C(CC1)N=C(S2)C(=O)O